(4-(3-((8-chloro-[1,2,4]triazolo[4,3-a]quinazolin-5-yl)(methyl)amino)phenyl)-3,6-dihydropyridin-1(2H)-yl)-2,2-dimethylpropan-1-one ClC1=CC=C2C(=NC=3N(C2=C1)C=NN3)N(C=3C=C(C=CC3)C=3CCN(CC3)C(C(C)(C)C)=O)C